tetramethylenediamine Nickel [Ni].NCCCCN